1-cyclobutyl-N-[(4-fluorophenyl)methyl]-5-oxopyrrolidine-3-carboxamid C1(CCC1)N1CC(CC1=O)C(=O)NCC1=CC=C(C=C1)F